(±)-1-fluoro-N-(6-phenoxypyridin-3-yl)-6,7,8,9-tetrahydro-5H-5,8-epiminocyclohepta-[c]pyridine-10-carboxamide FC1=NC=CC2=C1CC1CCC2N1C(=O)NC=1C=NC(=CC1)OC1=CC=CC=C1